Acetoxyacetone C(C)(=O)OCC(C)=O